tert-Butyl ((1r,4r)-4-(4-((3-(2,3-difluoro-4-methoxyphenyl)imidazo[1,2-a]pyrazin-8-yl)amino)-2-methylbenzamido)cyclohexyl)carbamate FC1=C(C=CC(=C1F)OC)C1=CN=C2N1C=CN=C2NC2=CC(=C(C(=O)NC1CCC(CC1)NC(OC(C)(C)C)=O)C=C2)C